NC=1N=C(SC1C(C1=CC=C(C=C1)OCC(NCCN1CCCCC1)=O)=O)N(C1=CC=C(C=C1)F)C(C(=O)N)C (N-[4-Amino-5-[4-[2-oxo-2-[2-(1-piperidyl)ethylamino]ethoxy]benzoyl]thiazol-2-yl]-4-fluoroanilino)propanamid